NC1=C2C(=NC=N1)N(N=C2C2=CC=C(C=C2)CNC(=O)C2=NC=CC1=CC=CC=C21)C2CCCC2 N-[[4-(4-Amino-1-cyclopentyl-pyrazolo[3,4-d]pyrimidin-3-yl)phenyl]methyl]isoquinoline-1-carboxamide